3-(6,7-dimethoxy-3-oxo-1,3-dihydro-2H-benzo[4,5]thieno[2,3-c]pyrrol-2-yl)propanoic acid COC1=CC2=C(C3=C(C(N(C3)CCC(=O)O)=O)S2)C=C1OC